8-[(2s,5r)-4-[(2,4-difluorophenyl)methyl]-2,5-diethylpiperazin-1-yl]-5-methyl-6-oxo-5,6-dihydro-1,5-naphthyridine-2-carbonitrile FC1=C(C=CC(=C1)F)CN1C[C@@H](N(C[C@H]1CC)C1=CC(N(C=2C=CC(=NC12)C#N)C)=O)CC